2-(3-piperidinyl)-1-ethylamine N1CC(CCC1)CCN